C[Sn](C=1C=CC=2N(C1)C=C(N2)C#N)(C)C 6-Trimethylstannyl-imidazo[1,2-a]pyridine-2-carbonitrile